nitro-4-(piperidin-4-yl)-3,4-dihydroquinoxalin-2(1H)-one [N+](=O)([O-])N1C(CN(C2=CC=CC=C12)C1CCNCC1)=O